dioctyl-tin bis(octyl maleate) C(CCCCCCC)/C(/C(=O)[O-])=C/C(=O)[O-].C(CCCCCCC)/C(/C(=O)[O-])=C/C(=O)[O-].C(CCCCCCC)[Sn+4]CCCCCCCC